(4R)-4-[(4R)-4-ethyl-2-imino-4-methyl-6-oxo-hexahydropyrimidin-1-yl]-N-[(1R,2R)-2-hydroxyindan-1-yl]-3,3-dimethyl-chromane-6-carboxamide C(C)[C@]1(NC(N(C(C1)=O)[C@@H]1C(COC2=CC=C(C=C12)C(=O)N[C@H]1[C@@H](CC2=CC=CC=C12)O)(C)C)=N)C